N-(3-chloro-2-methylphenyl)-6-{[(2-chloropyridin-3-yl)carbonyl]amino}-2-(methoxymethyl)-1H-benzimidazole-4-carboxamide ClC=1C(=C(C=CC1)NC(=O)C1=CC(=CC=2NC(=NC21)COC)NC(=O)C=2C(=NC=CC2)Cl)C